C(C#C)OC(C(=O)O)C 2-(prop-2-yn-1-yloxy)propionic acid